6-(3-deuterio-7,8-dimethyl-[1,2,4]triazolo[4,3-b]pyridazin-6-yl)-N-(2,5-difluorophenyl)-7,8-dihydro-5H-1,6-naphthyridin-3-amine [2H]C1=NN=C2N1N=C(C(=C2C)C)N2CC=1C=C(C=NC1CC2)NC2=C(C=CC(=C2)F)F